2,6,7,11-tetrahydrobenzo[1,2-g:4,3-g']dichromene O1CC=CC2=CC3=C(C=C12)C1=C(C=C2C=CCOC2=C1)CC3